C12(CC3CC(CC(C1)C3)C2)C=2C(=NC=CC2C2=CC=C(C=C2)C(C)C)C(=O)N (adamantan-1-yl)-4-(4-isopropylphenyl)pyridineamide